BrC1=C(C=CC=C1)NC(=O)C1C(C[C@@H]2OCC[C@@H](C(N21)=O)NC(OCC2=CC=CC=C2)=O)(C)C benzyl ((4S,9aS)-7-((2-bromophenyl)carbamoyl)-8,8-dimethyl-5-oxooctahydropyrrolo[2,1-b][1,3]oxazepin-4-yl)carbamate